(3S,6S,9S,12S,15S)-6-(Aminomethyl)-9-cyclohexyl-16-hexyl-3-(1-hydroxy-2-(piperazin-1-yl)ethyl)-12-isobutyl-13,15-dimethyl-1,4,7,10,13,16-hexaazacyclooctadecane-2,5,8,11,14-pentaone NC[C@H]1C(N[C@H](C(NCCN([C@H](C(N([C@H](C(N[C@H](C(N1)=O)C1CCCCC1)=O)CC(C)C)C)=O)C)CCCCCC)=O)C(CN1CCNCC1)O)=O